COC1=C(C(=CC(=C1)OC)OC)Br 2,4,6-Trimethoxybromobenzene